sodium benzenesulfonyl chloride C1(=CC=CC=C1)S(=O)(=O)Cl.[Na]